2,2-difluoro-2-bromoacetate FC(C(=O)[O-])(Br)F